6-oxaspiro[4.5]decan-9-amine C1CCCC12OCCC(C2)N